ClC1=CC(=NC=C1F)C1=CN=C2N1N=C(C=C2)C(F)F 3-(4-chloro-5-fluoropyridin-2-yl)-6-(difluoromethyl)imidazo[1,2-b]pyridazine